trisbromophenyl-amine BrC1=C(C(=C(C=C1)N)Br)Br